NC=1C(=C(C=C2C=C(N=CC12)NC(=O)[C@H]1[C@@H](C1)C#N)C=1C=NC=CC1C)C trans-N-[8-amino-7-methyl-6-(4-methyl-3-pyridinyl)-3-isoquinolinyl]-2-cyano-cyclopropanecarboxamide